4'-(benzo[d]thiazol-2-yl)-4,4'',6'-tris(3-(tert-butyl)-9H-carbazol-9-yl)-5'-(4-(3-(tert-butyl)-9H-carbazol-9-yl)phenyl)-[1,1':3',1''-terphenyl]-2'-carbonitrile S1C(=NC2=C1C=CC=C2)C2=C(C(=C(C(=C2C2=CC=C(C=C2)N2C1=CC=CC=C1C=1C=C(C=CC21)C(C)(C)C)N2C1=CC=CC=C1C=1C=C(C=CC21)C(C)(C)C)C2=CC=C(C=C2)N2C1=CC=CC=C1C=1C=C(C=CC21)C(C)(C)C)C#N)C2=CC=C(C=C2)N2C1=CC=CC=C1C=1C=C(C=CC21)C(C)(C)C